CN(S(=O)(=O)N1N=C(C=C1NC=1N=C(C2=C(N1)C=C(O2)CN2CCOCC2)N2CCOCC2)C2=CC=CC=C2)C N,N-dimethyl-5-((4-morpholino-6-(morpholinomethyl)furo[3,2-d]pyrimidin-2-yl)amino)-3-phenyl-1H-pyrazole-1-sulfonamide